N1CCC2=CC(=CC=C12)C=1N=C(SC1C)NC(OC(C)(C)C)=O tert-butyl 4-(indolin-5-yl)-5-methylthiazol-2-ylcarbamate